2-(2-(4-(tert-butyl)phenyl)-1-phenylpropyl)malononitrile C(C)(C)(C)C1=CC=C(C=C1)C(C(C1=CC=CC=C1)C(C#N)C#N)C